[N+](=O)([O-])C=1C=C(C=CC1)CC(C1=C(C=CC=C1)/C(/C(=O)OC)=C\OC)=NO (E)-methyl 2-{2-[(3-nitrophenyl)methyloximinomethyl]phenyl}-3-methoxyacrylate